2-(4-(1-bromoethyl)phenyl)-1-methyl-4-(trifluoromethyl)-1H-imidazole BrC(C)C1=CC=C(C=C1)C=1N(C=C(N1)C(F)(F)F)C